6-methyllysine CC(CCC[C@H](N)C(=O)O)N